(S)-5-(2-(1-methylcyclopentyl)acetyl)-N-((S)-3-oxo-1-((S)-2-oxopyrrolidin-3-yl)-4-(trifluoromethoxy)butan-2-yl)-5-azaspiro[2.4]heptane-6-carboxamide CC1(CCCC1)CC(=O)N1CC2(CC2)C[C@H]1C(=O)N[C@@H](C[C@H]1C(NCC1)=O)C(COC(F)(F)F)=O